BrC=CC1=CC=CC=C1 Beta-bromostyrene